(R)-7-(2-methoxyethyl)-4,8-dimethyl-2-(((1-((1-methyl-3-(trifluoromethyl)-1H-pyrazol-5-yl)methyl)-1H-pyrazol-4-yl)methyl)amino)-7,8-dihydropteridin-6(5H)-one COCC[C@@H]1C(NC=2C(=NC(=NC2N1C)NCC=1C=NN(C1)CC1=CC(=NN1C)C(F)(F)F)C)=O